C1=CC(=CC=C1/C=N/N=C(N)N)/C=N/N=C(N)N The molecule is a guanidine derivative comprised of two carbamimidamido (guanidino) groups, each linked via one of their amino nitrogens to the imino nitrogens of 1,4-phenylenedimethanimine.